N-[3-(p-methoxybenzylsulfonyloxy)phenyl]-N'-[4-(p-methoxybenzyl-sulfonyloxy)phenyl]urea COC1=CC=C(CS(=O)(=O)OC=2C=C(C=CC2)NC(=O)NC2=CC=C(C=C2)OS(=O)(=O)CC2=CC=C(C=C2)OC)C=C1